NC=1C=2N(C(=CN1)C1=CCC(CC1)N(C(OC(C)(C)C)=O)C)C(=NC2C2=CC=C(C1=CC=CC=C21)NC(=O)NC2=CC=CC=C2)C(C)C tert-butyl (4-(8-amino-3-isopropyl-1-(4-(3-phenylureido)naphthalen-1-yl)imidazo[1,5-a]pyrazin-5-yl)cyclohex-3-en-1-yl)(methyl)carbamate